(R)-3-azidopiperidine N(=[N+]=[N-])[C@H]1CNCCC1